BrC=1SC(=C2SC(=CC21)C(=O)O)Br 4,6-dibromothieno[3,4-b]thiophene-2-carboxylic acid